2-[2-(4,4-difluoro-1-hydroxy-cyclohexyl)-4-(trifluoromethyl)phenyl]-6-methyl-1H-pyridin-4-one FC1(CCC(CC1)(O)C1=C(C=CC(=C1)C(F)(F)F)C=1NC(=CC(C1)=O)C)F